ClC1=NC=CC(=C1NC(C1=C(C=C(C(=C1)F)C1=NC=C(C=C1)C)O[C@H](C(F)(F)F)C)=O)C (S)-N-(2-chloro-4-methylpyridin-3-yl)-5-fluoro-4-(5-methylpyridin-2-yl)-2-((1,1,1-trifluoropropan-2-yl)oxy)benzamide